FC([C@@H]1[C@H](C1)C1=C(N=C2N1N=C(C=C2)C=2C(=NC(=NC2)OC)OC)C=O)F ((1S,2S)-2-(difluoromethyl)cyclopropyl)-6-(2,4-dimethoxypyrimidin-5-yl)imidazo[1,2-B]pyridazine-2-carbaldehyde